(S)-3-(2-((S)-2-amino-5-guanidinopentanamido)acetamido)-3-(4-(4-((14-azido-3,6,9,12-tetraoxatetradecyl)oxy)naphthalen-1-yl)phenyl)propanoic acid N[C@H](C(=O)NCC(=O)N[C@@H](CC(=O)O)C1=CC=C(C=C1)C1=CC=C(C2=CC=CC=C12)OCCOCCOCCOCCOCCN=[N+]=[N-])CCCNC(=N)N